CC1C(C1)NC(=O)C(=O)O [(2-METHYLCYCLOPROPYL)CARBAMOYL]FORMIC ACID